(S)-5-isopropyl-N-(5-methyl-4-oxo-2,3,4,5-tetrahydrobenzo[b][1,4]oxazepin-3-yl)-1H-indazole-3-carboxamide C(C)(C)C=1C=C2C(=NNC2=CC1)C(=O)N[C@@H]1C(N(C2=C(OC1)C=CC=C2)C)=O